N2-[4-(piperazin-1-yl)pyridin-2-yl]quinazoline-2,4-diamine N1(CCNCC1)C1=CC(=NC=C1)NC1=NC2=CC=CC=C2C(=N1)N